Maleimidomethyl cyclohexane-1-carboxylate C1(CCCCC1)C(=O)OCN1C(C=CC1=O)=O